C(C1=CC=CC=C1)OC(C(CC(=O)O)O)=O 4-(benzyloxy)-3-hydroxy-4-oxobutyric acid